C(C)O[Si](OCC)(OCC)CN1C=CC=CC=C1 1-(Triethoxysilylmethyl)-1H-azepin